FC(C(=O)O)(C(C(C(F)(F)F)(F)F)(F)F)F perfluoro-valeric acid